C(C1CO1)OCCCC[Si](OCCCC)(OCCCC)OCCCC δ-glycidoxybutyl-tributoxysilane